CC=1C(=NN2C=3C=CC=CC3C=NCC12)C(=O)O 5-methyl-2,3,8-triazatricyclo[8.4.0.02,6]tetradeca-1(10),3,5,8,11,13-hexaene-4-carboxylic acid